4,7-Dioxa-5-methyl-decan-1,10-diamin CC(OCCCN)COCCCN